(S)-2-((3-((tert-butoxycarbonyl)amino)bicyclo[1.1.1]pentan-1-yl)methyl)-1-(oxabutane-2-ylmethyl)-1H-benzo[d]imidazole-6-carboxylate C(C)(C)(C)OC(=O)NC12CC(C1)(C2)CC2=NC1=C(N2C[C@@H](O)CC)C=C(C=C1)C(=O)[O-]